(R)-1-((5-fluoro-2-(2-methoxy-7-methylquinoxalin-5-yl)benzo[d]thiazol-6-yl)oxy)propan-2-yl (2-(dimethylcarbamoyl)pyrimidin-5-yl)carbamate CN(C(=O)C1=NC=C(C=N1)NC(O[C@@H](COC1=CC2=C(N=C(S2)C2=C3N=CC(=NC3=CC(=C2)C)OC)C=C1F)C)=O)C